4-bromo-1,3-dihydrospiro[indene-2,2'-[1,3]dioxolane] BrC1=C2CC3(OCCO3)CC2=CC=C1